N1N=NN=C1C=1C=C(CNC2=NNC3=CC=CC(=C23)C2=CC=C(C=C2)C=2CCCCC2)C=CC1 N-(3-(1H-tetrazol-5-yl)benzyl)-4-(2',3',4',5'-tetrahydro-[1,1'-biphenyl]-4-yl)-1H-indazol-3-amine